BENZOPYRAZINE N1=CC=NC2=C1C=CC=C2